OC1=CC=C(CN2C(=C(C3=CC=C(C=C23)C(C)C)CNCC2=CC(=CC=C2)OC)C(=O)O)C=C1 1-(4-hydroxybenzyl)-6-isopropyl-3-(((3-methoxybenzyl)amino)methyl)-1H-indole-2-carboxylic acid